NC1=NC=2C=CC=CC2C2=C1N=C(N2CC2=CC=C(CNC(OCCNC(C(=C)C)=O)=O)C=C2)C2CC2 2-methacrylamidoethyl 4-((4-amino-2-cyclopropyl-1H-imidazo[4,5-c]quinolin-1-yl)methyl)benzylcarbamate